3,3-diphenylpropanamide dihydrochloride Cl.Cl.C1(=CC=CC=C1)C(CC(=O)N)C1=CC=CC=C1